ClC1=CC=C(C(=N1)C1=CC=C2CN(C(C2=C1)=O)CC1=C(C=CC=C1)F)C=1C=NN(C1)CCC(C)C 6-{6-chloro-3-[1-(3-methylbutyl)-1H-pyrazol-4-yl]pyridin-2-yl}-2-(2-fluorobenzyl)-2,3-dihydro-1H-isoindol-1-one